3-Chlorobenzyl ((S)-3-cyclohexyl-1-(((S)-5-(2,3-dihydrobenzo[f][1,4]oxazepin-4(5H)-yl)-1,5-dioxopentan-2-yl)amino)-1-oxopropan-2-yl)carbamate C1(CCCCC1)C[C@@H](C(=O)N[C@H](C=O)CCC(=O)N1CCOC2=C(C1)C=CC=C2)NC(OCC2=CC(=CC=C2)Cl)=O